FC1(CCN(CC1)C=1OC=CC1)F (4,4-difluoropiperidin-1-yl)furan